NC1=CC(=C(C=C1)N1CCC(CC1)CN1CCC(CC1)CC(=O)OC(C)(C)C)F tert-butyl 2-(1-((1-(4-amino-2-fluorophenyl)piperidin-4-yl)methyl)piperidin-4-yl)acetate